ClC=1C=CC(=NC1)C(C)OC1=NN=C(S1)N 5-(1-(5-chloropyridin-2-yl)ethoxy)-1,3,4-thiadiazol-2-amine